BrC1=C(C(=O)C2=CC=C(OCCCC(=O)NC=3C=NC=CC3)C=C2)C=CC=C1 4-(4-(2-bromobenzoyl)phenoxy)-N-(pyridin-3-yl)butanamide